ClC1=C(C=C(C=C1)CCC(=O)N[C@H]1C[C@H](CCC1)NC1=CC(=NC2=CC=CC=C12)C(F)(F)F)F 3-(4-chloro-3-fluorophenyl)-N-[(1R,3S)-3-{[2-(trifluoromethyl)quinolin-4-yl]amino}cyclohexyl]propanamide